O1C(NCC1)=O 1,3-oxazolidine-2-one